FC=1C=C(C=CC1F)N1N=C(C(=C1)[C@@H]1O[C@@H](C(N1CCC1=CC2=CC(N=C2C=C1)=O)=O)C)C1=CSC=C1 (2S,5R)-2-(1-(3,4-difluorophenyl)-3-(thiophen-3-yl)-1H-pyrazol-4-yl)-5-methyl-3-(2-(2-oxoindol-5-yl)ethyl)oxazolidin-4-one